CC(CS(=O)(=O)C)(C)NC(=O)C=1C2=CN(N=C2C(=CC1)F)C=1C=NC=CC1 N-[1,1-dimethyl-2-(methylsulfonyl)ethyl]-7-fluoro-2-(3-pyridyl)-2H-indazole-4-carboxamide